7-(2-amino-7-fluorobenzo[d]thiazol-4-yl)-6-chloro-8-fluoro-4-(4-(2-fluoroacryloyl)piperazin-1-yl)quinolin NC=1SC2=C(N1)C(=CC=C2F)C2=C(C=C1C(=CC=NC1=C2F)N2CCN(CC2)C(C(=C)F)=O)Cl